5,6,7,8-tetrahydropyrazolo[4,3-c]azepin N=1N=CC2=CNCCCC21